2-[2-(3,4-difluoro-2-formyl-phenoxy)-4-methyl-5-(trifluoromethyl)-3-pyridyl]-4-oxo-1H-1,6-naphthyridine-5-carboxamide FC=1C(=C(OC2=NC=C(C(=C2C=2NC=3C=CN=C(C3C(C2)=O)C(=O)N)C)C(F)(F)F)C=CC1F)C=O